C(C)OC(C(F)(F)C1=CN(C(C=C1)=O)CC1=CC=CC=C1)=O 2-(1-benzyl-6-oxo-1,6-dihydropyridin-3-yl)-2,2-difluoroacetic acid ethyl ester